tetraethyl-ethylene C(C)C(=C(CC)CC)CC